1-(2-((tert-butoxycarbonyl)amino)-6-methylphenyl)-4-bromo-1H-indole-2-carboxylic acid C(C)(C)(C)OC(=O)NC1=C(C(=CC=C1)C)N1C(=CC2=C(C=CC=C12)Br)C(=O)O